7-((tert-butoxycarbonyl)amino)-4-(tetrahydrofuran-3-yl)-3,4-dihydro-2H-benzo[b][1,4]oxazine-6-carboxylate C(C)(C)(C)OC(=O)NC=1C(=CC2=C(OCCN2C2COCC2)C1)C(=O)[O-]